ClC=1C=C(C=C(C1OC=1C(=C2C3(C(NC2=CC1)=O)CCC3)F)Cl)N3N=C(C(NC3=O)=O)NC(OC(C)(C)C)=O t-butyl (2-(3,5-dichloro-4-((4'-fluoro-2'-oxospiro[cyclobutane-1,3'-indolin]-5'-yl)oxy)phenyl)-3,5-dioxo-2,3,4,5-tetrahydro-1,2,4-triazin-6-yl)carbamate